O(C1=CC=CC=C1)C1(OCC1)C (phenoxy)-methyloxetan